NCC(CN)S(=O)(=O)[O-] 1,3-diamino-β-propanesulfonate